N1(CCCCCC1)C(=O)C1=CC2=C(C=N1)C(=NN2)C2=CN=C1N2C=C(C=C1)F Azepan-1-yl-[3-(6-fluoroimidazo[1,2-a]pyridin-3-yl)-1H-pyrazolo[4,3-c]pyridin-6-yl]methanone